thiourea gallium [Ga].NC(=S)N